(2s,7ar)-2-(methoxymethyl)-6-methylenetetrahydro-1H-pyrrolizin COC[C@H]1C[C@@H]2CC(CN2C1)=C